C(C1=CC=CC=C1)OC1CC(CCC1)(C1=C(C=CC=C1)Br)COC1OCCCC1 2-((3-(benzyloxy)-1-(2-bromophenyl)cyclohexyl)methoxy)tetrahydro-2H-pyran